rac-N-(4-(2,5-difluorophenyl)-2-(5,5-difluorotetrahydro-2H-pyran-2-yl)pyridin-3-yl)isoxazole-5-carboxamide FC1=C(C=C(C=C1)F)C1=C(C(=NC=C1)[C@@H]1OCC(CC1)(F)F)NC(=O)C1=CC=NO1 |r|